[Ti].CCC(CC(=O)OOC(C)C)=O.CCC(CC(=O)OOC(C)C)=O di(isopropoxy) bis(methyl acetoacetate) titanium